6-((2S,5R)-4-(Bis(4-fluorophenyl)methyl)-2,5-dimethylpiperazin-1-yl)-3,8-dimethyl-9-(((S)-tetrahydrofuran-2-yl)methyl)-3,9-dihydro-2H-purin-2-one FC1=CC=C(C=C1)C(N1C[C@@H](N(C[C@H]1C)C=1C=2N=C(N(C2N(C(N1)=O)C)C[C@H]1OCCC1)C)C)C1=CC=C(C=C1)F